benzothiophenone C(C1=CC=CC=C1)(C1=CC=CC=C1)=S